ClC1=CC=C(C=C1)C=1C(=CC=CC1)C(=O)C1CCN(CC1)C1=CC=C(C(=O)OCC)C=C1 Ethyl 4-(4-(4'-chloro-[1,1'-biphenyl]-2-carbonyl)piperidin-1-yl)benzoate